C(C1=CC=CC=C1)N1C2=NC=NC(=C2N=C1C1=C(C(=CC=C1)OC1CCN(CC1)C)Cl)OC1(CC1)C 9-benzyl-8-(2-chloro-3-((1-methylpiperidin-4-yl)oxy)phenyl)-6-(1-methylcyclopropoxy)-9H-purine